8-chloro-1,7-naphthyridine-3-carboxylic acid ClC=1N=CC=C2C=C(C=NC12)C(=O)O